FC1=CC2=C(C=C1)N(C=1C(=C(C(OC12)=O)C(F)(F)F)C1=CC=CC=C1)C 8-fluoro-5-methyl-4-phenyl-3-trifluoromethyl-indolopyrone